2-[1-(2-cyclopropylpyrimidin-4-yl)piperidin-4-yl]-6-(3,5-dimethylpyrazol-1-yl)pyridazin-3-one C1(CC1)C1=NC=CC(=N1)N1CCC(CC1)N1N=C(C=CC1=O)N1N=C(C=C1C)C